N(N)C(=O)N1C(=O)N(C(=O)C1C(C)C)C(=O)NN 1,3-bis(hydrazinocarbonyl)-5-isopropylhydantoin